C(C(=C)C)(=O)OCC(CC)CC 2-ethylbutyl methacrylate